2-(4-chloro-3-methoxy-phenyl)acetic acid ClC1=C(C=C(C=C1)CC(=O)O)OC